FC1=CC=C(C(=O)NC(C)C2=NC=3CCCN(C3C=C2)C(=O)C2(CC2)C(F)(F)F)C=C1 4-fluoro-N-(1-{5-[1-(trifluoromethyl)cyclopropane-1-carbonyl]-5,6,7,8-tetrahydro-1,5-naphthyridin-2-yl}ethyl)benzamide